C(C)(C)(C)C1=C(CN(C(=O)C=2C(=NNC2F)C(F)F)C2CC2)C=CC=C1 N-(2-tert-butylbenzyl)-N-cyclopropyl-3-(difluoromethyl)-5-fluoro-1H-pyrazole-4-amide